FC(COC1=CC=C(N)C=C1)(F)F 4-(2,2,2-trifluoroethoxy)aniline